2-(3-(methylamino)pyrrolidin-1-yl)pyrimidine-5-carboxamide formate C(=O)O.CNC1CN(CC1)C1=NC=C(C=N1)C(=O)N